3-Ethoxy-5-{6-[2-(4-fluoro-7-methoxy-2-methyl-benzo[b]thiophen-3-yl)-ethylamino]-pyrimidin-4-yl}-thiophen C(C)OC1=CSC(=C1)C1=NC=NC(=C1)NCCC=1C2=C(SC1C)C(=CC=C2F)OC